NC=1C(=NC(=CC1)C1=CC=C(C=C1)F)NC(=O)C=1C=NC=NC1 N-(3-amino-6-(4-fluorophenyl)pyridin-2-yl)pyrimidine-5-carboxamide